5-bromo-4-chloro-3-indolyl-phosphate disodium salt [Na+].[Na+].BrC=1C(=C2C(=CNC2=CC1)OP(=O)([O-])[O-])Cl